CC1=NC=C(C=C1)NO 2-methyl-5-hydroxyaminopyridine